NC1CN(C1)C1=NC=CC(=C1)C=1C=CC(=C(C1)CC(C(=O)NC1=CC=C(C=C1)C=1N(C=NC1)C)NC(=O)C=1N(N=CC1)C)Cl N-[1-[[5-[2-(3-aminoazetidin-1-yl)-4-pyridyl]-2-chloro-phenyl]methyl]-2-[4-(3-methylimidazol-4-yl)anilino]-2-oxo-ethyl]-2-methyl-pyrazole-3-carboxamide